FC(C=1C=C(C=CC1)CC(C(=O)N)C1=CC=CC=C1)(F)F 3-(m-trifluoromethylphenyl)-2-phenylpropionamide